2-(7-dicyanomethylene-1,3,4,5,6,8,9,10-octafluoro-7H-pyren-2-ylidene)malononitrile C(#N)C(=C1C(=C2C(=C(C3=C(C(C(=C4C(=C(C(=C1F)C2=C43)F)F)F)=C(C#N)C#N)F)F)F)F)C#N